C12(CC(C1)C2)C(CCl)=O 1-(bicyclo[1.1.1]pentan-1-yl)-2-chloroethanone